N-((1-fluorocyclobutyl)methyl)-5-(3-(2-fluoroethyl)-2-methyl-3H-imidazo[4,5-b]pyridin-5-yl)pyrrolo[2,1-f][1,2,4]triazin-2-amine FC1(CCC1)CNC1=NN2C(C=N1)=C(C=C2)C2=CC=C1C(=N2)N(C(=N1)C)CCF